Cl.Cl.Cl.N1=C(C(=CC(=C1N)N)N)N 2,3,5,6-pyridinetetraamine tri-hydrochloride